1,3,5-trichloro-2,4,6-tri-ethynylbenzene ClC1=C(C(=C(C(=C1C#C)Cl)C#C)Cl)C#C